8-fluoro-6-((6-(1-methyl-1H-pyrazol-4-yl)-1H-imidazo[4,5-b]pyrazin-1-yl)methyl)quinoline FC=1C=C(C=C2C=CC=NC12)CN1C=NC=2C1=NC(=CN2)C=2C=NN(C2)C